ClC1=CC(=C(C=C1)C1=NC(=NC2=C1N=C(N(C2=O)C)C)[C@@H]2C[C@@H](O2)C=2C=NN(C2)C)F 8-(4-chloro-2-fluorophenyl)-2,3-dimethyl-6-[(2R,4S)-2-(1-methyl-1H-pyrazol-4-yl)oxetan-4-yl]-3H,4H-pyrimido[5,4-d][1,3]diazin-4-one